3-[3'-adamantan-1-yl-4'-(1-hydroxycarbamoylethoxy)-biphenyl-4-yl]-acrylic acid C12(CC3CC(CC(C1)C3)C2)C=2C=C(C=CC2OC(C)C(NO)=O)C2=CC=C(C=C2)C=CC(=O)O